COC(=O)C1=NC=C(N=C1)/C(=C(/C1=CC(=C(C(=C1)[N+](=O)[O-])OC)OC)\N)/C#N (E)-5-(2-amino-1-cyano-2-(3,4-dimethoxy-5-nitrophenyl)vinyl)pyrazine-2-carboxylic acid methyl ester